5-(2-chlorobenzyl)-3-((isoquinoline-1-carboxamido)methyl)-4,5-dihydroisoxazole ClC1=C(CC2CC(=NO2)CNC(=O)C2=NC=CC3=CC=CC=C23)C=CC=C1